C(\C=C(/C)\CCC=C(C)C)(=O)OCCCO 3-Hydroxypropyl geranate